(S)-2-(1-Acryloylpiperidin-2-yl)-1-amino-4-(4-((4-methoxypyridin-2-yl)carbamoyl)phenyl)-1H-imidazol-5-carboxamid C(C=C)(=O)N1[C@@H](CCCC1)C=1N(C(=C(N1)C1=CC=C(C=C1)C(NC1=NC=CC(=C1)OC)=O)C(=O)N)N